C(#N)C1=CC=C(C=C1)[N] (4-cyanophenyl)nitrogen